ditridecyl 2-((4-(3-hydroxyazetidin-1-yl)butanoyl)oxy)malonate OC1CN(C1)CCCC(=O)OC(C(=O)OCCCCCCCCCCCCC)C(=O)OCCCCCCCCCCCCC